6-chloro-2-hydroxy-5-(trifluoromethyl)nicotinaldehyde ClC1=NC(=C(C=O)C=C1C(F)(F)F)O